FC=1C=C2C(=CN=CC2=CC1F)C(C)NCC 6,7-Difluoro-4-(1-(ethylamino)ethyl)isoquinolin